C(CCCCCCCCC)OCOCCCC(CC(CC(CC(CC(CC(CCCCl)C)C)C)C)C)C 17-chloro-4,6,8,10,12,14-hexamethylheptadecyl decyloxymethyl ether